FC(C=1C=CC=2N(C1)C=C(N2)C=O)(F)F 6-(trifluoromethyl)imidazo[1,2-a]pyridine-2-Formaldehyde